FC1=CC=C(C=C1)C1=C(N=CN1)C1=CC=NC=C1 5-(4-Fluorophenyl)-4-(pyridin-4-yl)-1H-imidazol